3-(5-(1-methyl-4-((6-oxohexahydropyrrolo[1,2-a]pyrazin-2(1H)-yl)methyl)-1H-pyrrolo[2,3-b]pyridin-6-yl)-1-oxoisoindolin-2-yl)piperidine-2,6-dione CN1C=CC=2C1=NC(=CC2CN2CC1N(CC2)C(CC1)=O)C=1C=C2CN(C(C2=CC1)=O)C1C(NC(CC1)=O)=O